1-(7-(4-Chloro-2-(4-(4-methylpiperazin-1-yl)phenyl)-1H-pyrrolo[2,3-b]pyridin-3-yl)-3,4-dihydrochinolin-1(2H)-yl)prop-2-en-1-on ClC1=C2C(=NC=C1)NC(=C2C2=CC=C1CCCN(C1=C2)C(C=C)=O)C2=CC=C(C=C2)N2CCN(CC2)C